C[C@@](C(=O)OC=1C=C(C=C2C=NC=NC12)C1=CC(=CC=C1)NC1=CC(=CC=C1)C(F)(F)F)(CC)OC1=CC(=C(C=C1)Cl)CBr 6-(3-((3-(trifluoromethyl)phenyl)amino)phenyl)quinazolin-8-ol (S)-Methyl-2-(3-(bromomethyl)-4-chlorophenoxy)butanoate